3,4-dichloro-2-(3-ethyl-6,7-dihydro-5H-pyrrolo[2,1-c][1,2,4]triazol-6-yl)-6-isopropylphenol ClC=1C(=C(C(=CC1Cl)C(C)C)O)C1CC2=NN=C(N2C1)CC